(E)-2-(3-methoxyphenyl)-2-(2-(thiophen-2-yl)vinyl)-1,3-dithiane COC=1C=C(C=CC1)C1(SCCCS1)\C=C\C=1SC=CC1